tert-butyl 3-((8-(4-amino-4-oxobutyl)-6,7-dichloro-2,2-dioxido-1-((2-(trimethylsilyl)ethoxy)methyl)-4,9-dihydro-[1,2,6]thiadiazino[4,3-g]indol-3(1H)-yl)methyl)piperidine-1-carboxylate NC(CCCC=1NC=2C3=C(C=C(C2C1Cl)Cl)CN(S(N3COCC[Si](C)(C)C)(=O)=O)CC3CN(CCC3)C(=O)OC(C)(C)C)=O